FC1(CCC1)CNC=1N=CC2=C(N1)NC=C2C=2C=C1N=CC=NC1=CC2 N-((1-fluorocyclobutyl)methyl)-5-(quinoxalin-6-yl)-7H-pyrrolo[2,3-d]pyrimidin-2-amine